(R)-N-((8-chloroquinoxalin-6-yl)methyl)-4-(2-methylpiperazin-1-yl)pyridin-3-amine ClC=1C=C(C=C2N=CC=NC12)CNC=1C=NC=CC1N1[C@@H](CNCC1)C